(1R,2R)-N-(3-(2,6-dimethoxyphenyl)-1H-pyrrolo[2,3-b]pyridin-6-yl)-2-((dimethylamino)methyl)cyclopropane-1-carboxamide COC1=C(C(=CC=C1)OC)C1=CNC2=NC(=CC=C21)NC(=O)[C@H]2[C@@H](C2)CN(C)C